CC(CCC1=CC=CC=C1)=CCC 3-methyl-1-phenyl-3-hexene